C(C)(C)(C)OC(=O)[C@@H]1C[C@@H](C1)OCC=C cis-tert-butyl-3-(prop-2-en-1-yloxy)cyclobutane-1-carboxylate